C(C1=CC=CC=C1)OC(=O)N1CC(CCC1)C(=O)N(CCCCCCCCCCCN1C(C2=CC=CC=C2C1=O)=O)C=1C=CC(N(C1)CC(=O)O)=O 2-(5-(1-((benzyloxy)carbonyl)-N-(11-(1,3-dioxoisoindolin-2-yl)undecyl)piperidine-3-carboxamido)-2-oxopyridin-1(2H)-yl)acetic acid